4-[5-fluoro-1-(4-fluoro-3-methyl-phenyl)-4-hydroxy-2-(2-methoxy-1,1-dimethyl-ethyl)indol-3-yl]Benzoic acid FC=1C(=C2C(=C(N(C2=CC1)C1=CC(=C(C=C1)F)C)C(COC)(C)C)C1=CC=C(C(=O)O)C=C1)O